2-((3-(2,2-difluoroethyl)-4-oxo-3,4-dihydroquinazolin-6-yl)oxy)-3,6-difluorobenzonitrile FC(CN1C=NC2=CC=C(C=C2C1=O)OC1=C(C#N)C(=CC=C1F)F)F